(2R,3S)-3-CYCLOPROPYLHEX-5-ENE-2-SULFONAMIDE C1(CC1)[C@@H]([C@@H](C)S(=O)(=O)N)CC=C